ClC1=CC(=C(COC2=NC=CC(=N2)C2=CC(=C(CC3=NC4=C(N3[C@@H]3COCC3(C)C)C=C(C=C4F)C(=O)O)C=C2F)F)C=C1)F (S)-2-(4-(2-((4-chloro-2-fluorobenzyl)oxy)pyrimidin-4-yl)-2,5-difluorobenzyl)-1-(4,4-dimethyltetrahydrofuran-3-yl)-4-fluoro-1H-benzo[d]imidazole-6-carboxylic acid